C1(NCC2=CC=CC=C12)C(=O)[O-] isoindoline-1-carboxylate